4-Methoxy-2-(4-morpholinopiperidin-1-yl)-5-nitrobenzoic acid methyl ester COC(C1=C(C=C(C(=C1)[N+](=O)[O-])OC)N1CCC(CC1)N1CCOCC1)=O